NC=1C=2N(C(=C(N1)C=1C=C(C#N)C=CC1)Br)N=C(C2)Cl 3-(4-amino-7-bromo-2-chloropyrazolo[1,5-a]pyrazin-6-yl)benzonitrile